azetidin-3-ylmethanol N1CC(C1)CO